FC1CC(N(C1)C(CC=1C=2N(C=CC1)C(NN2)=O)=O)C(=O)NC(C2=CC=CC=C2)C2=NC(=C(C=C2)C(C)C)F 4-fluoro-N-{[6-fluoro-5-(propan-2-yl)pyridin-2-yl](phenyl)methyl}-1-(2-{3-oxo-2H,3H-[1,2,4]triazolo[4,3-a]pyridin-8-yl}acetyl)pyrrolidine-2-carboxamide